ClC=1C=C(C=CC1)[C@@H](O)[C@@H]1NC(CC1)(C)C |o1:7,9| (R*)-(3-chlorophenyl)((R*)-5,5-dimethylpyrrolidin-2-yl)methanol